ClC1N(CCC2=CC=CC=C12)C1(CCC2=C(NC(=N2)C2=C(C=CC=C2)Cl)C1)C Chloro-2-(2-(2-chlorophenyl)-6-methyl-4,5,6,7-tetrahydro-1H-benzo[d]imidazol-6-yl)-1,2,3,4-tetrahydroisochinolin